N-[3-(4-fluorophenyl)-1-methylazetidin-3-yl]-6-(naphthalen-2-yl)-4-oxo-3-(trifluoro-methyl)-4,5-dihydropyrazolo[1,5-a]pyrazine-2-carboxamide FC1=CC=C(C=C1)C1(CN(C1)C)NC(=O)C1=NN2C(C(NC(=C2)C2=CC3=CC=CC=C3C=C2)=O)=C1C(F)(F)F